P(O)(=O)(OP(=O)(O)OP(=O)(O)O)OC[C@@H]1[C@H]([C@H]([C@@H](O1)N1C(=O)NC(=O)C=C1)OC)O O-methyl uridine-5'-triphosphate